(7S,8R)-7-((S)-5H-imidazo[5,1-a]isoindol-5-yl)-5,6,7,8-tetrahydro-[1,2,4]triazolo[4,3-a]pyridin-8-ol C=1N=CN2C1C1=CC=CC=C1[C@@H]2[C@H]2[C@H](C=1N(CC2)C=NN1)O